(S)-5-Bromo-3-(5-(2-ethyl-4-(oxetan-3-yl)piperazin-1-yl)pyridin-2-ylamino)-1-methylpyridin-2(1H)-one BrC=1C=C(C(N(C1)C)=O)NC1=NC=C(C=C1)N1[C@H](CN(CC1)C1COC1)CC